FC=1C=C(C=CC1)C(C(=O)N1[C@@H]([C@@H]2[C@H](C1)CCC2)C(=O)N[C@@H](C[C@@H]2C(NCC2)=O)C(CF)=O)(F)F (1S,3aR,6aS)-2-(2-(3-fluorophenyl)-2,2-difluoroacetyl)-N-((S)-4-fluoro-3-oxo-1-((R)-2-oxopyrrolidin-3-yl)butan-2-yl)octahydrocyclopenta[c]pyrrole-1-carboxamide